FC=1C(=NC(=NC1C=1SC=CC1)C1=CN(C2=NC=C(N=C21)F)C(C2=CC=CC=C2)(C2=CC=CC=C2)C2=CC=CC=C2)N[C@@H]2[C@H](C1CCC2CC1)C(=O)OCC (2S,3S)-ethyl 3-((5-fluoro-2-(2-fluoro-5-trityl-5H-pyrrolo[2,3-b]pyrazin-7-yl)-6-(thiophen-2-yl)pyrimidin-4-yl)amino)bicyclo[2.2.2]octane-2-carboxylate